ClC1=NN=C(C2=CC(=CC=C12)[N+](=O)[O-])N1CC(C1)C#N 1-(4-chloro-7-nitrophthalazin-1-yl)azetidine-3-carbonitrile